C1(CC1)C1=NC2=CC=CC=C2C(=N1)N 2-Cyclopropylquinazolin-4-amine